[Ir]Cl.C1=CCCCCCC1.C1=CCCCCCC1 di(cyclooctene) iridium (I) chloride